2-chloro-5-(3-cyclopropyl-phenoxy)-N-[2-(2,4-dichlorophenyl)-2-fluoro-ethyl]pyridine-4-carboxamide ClC1=NC=C(C(=C1)C(=O)NCC(F)C1=C(C=C(C=C1)Cl)Cl)OC1=CC(=CC=C1)C1CC1